(E)-(5-fluoro-1-methyl-3-(p-tolyldiazenyl)-1H-indol-2-yl)(phenyl)methanone FC=1C=C2C(=C(N(C2=CC1)C)C(=O)C1=CC=CC=C1)\N=N\C1=CC=C(C=C1)C